C1(=CC(=CC=C1)C[C@@H]1C=2C(N(C=NC2[C@@H](C[C@@H]1NS(=O)(=O)C)F)C(C)C)=O)C1=CC=CC=C1 |r| rac-N-[(5R,6S,8R)-5-[([1,1'-biphenyl]-3-yl)methyl]-8-fluoro-4-oxo-3-(propan-2-yl)-3,4,5,6,7,8-hexahydroquinazolin-6-yl]methanesulfonamide